penta(dimethylamino)tantalum CN(C)[Ta](N(C)C)(N(C)C)(N(C)C)N(C)C